(R)-N-((R)-2-(benzofuran-3-yl)-1-(4,4,5,5-tetramethyl-1,3,2-dioxaborolan-2-yl)ethyl)-2-methylpropane-2-sulfinamide O1C=C(C2=C1C=CC=C2)C[C@@H](B2OC(C(O2)(C)C)(C)C)N[S@](=O)C(C)(C)C